CCC(CN1CCC2(CC1)OC1=C(C2)C=C(C=C1)C1NC[C@H](CC1)C)O 3-methyl-1-(5-((5S)-5-methylpiperidin-2-yl)-3H-spiro[benzofuran-2,4'-piperidin]-1'-yl)propan-2-ol